COC1=C(C=CC(=C1)OC)CNC1=NC=CC=2C(=CC=CC12)NCC12CC(C1)(C2)CN2[C@@H]1CN([C@H](C2)C1)C(C)C 1-N-[(2,4-dimethoxyphenyl)methyl]-5-N-[[3-[[(1s,4S)-5-propan-2-yl-2,5-diazabicyclo[2.2.1]heptan-2-yl]methyl]-1-bicyclo[1.1.1]pentanyl]methyl]isoquinoline-1,5-diamine